5-carboxyl-cytosine C(=O)(O)C=1C(=NC(NC1)=O)N